1-(tert-butoxycarbonyl)-4-hydroxypyrrolidine-2-carboxylic acid C(C)(C)(C)OC(=O)N1C(CC(C1)O)C(=O)O